FC1(CCC(CC1)/C=C/C1=CC(=CC=2CC(OC21)C)NC(C=C)=O)F (E)-N-(7-(2-(4,4-Difluorocyclohexyl)vinyl)-2-methyl-2,3-dihydrobenzofuran-5-yl)acrylamide